N-[(1R,2R)-2-hydroxy-2-methyl-indan-1-yl]-3-(2-imino-4,4-dimethyl-6-oxo-hexahydropyrimidin-1-yl)-2,2-dimethyl-3H-benzofuran-5-carboxamide O[C@]1([C@@H](C2=CC=CC=C2C1)NC(=O)C=1C=CC2=C(C(C(O2)(C)C)N2C(NC(CC2=O)(C)C)=N)C1)C